Cl.C1(=CC=CC=C1)C(C1=CC=CC=C1)(C1=CC=CC=C1)N triphenylmethylamine hydrochloride